(2S,3S,4R,5R)-2-((R)-1,3-dihydrofuro[3,4-c]pyridin-1-yl)-5-(4-methyl-7H-pyrrolo[2,3-d]pyrimidin-7-yl)tetrahydrofuran-3,4-diol [C@H]1(OCC=2C=NC=CC21)[C@H]2O[C@H]([C@@H]([C@@H]2O)O)N2C=CC1=C2N=CN=C1C